ClC1=C(N=C(C(=N1)N1CCC2(C[C@H](C[C@H]2NC(OC(C)(C)C)=O)C(F)(F)F)CC1)C)C(=O)C1=C(C2=CN(N=C2C=C1)C)Cl tert-butyl N-[(1R,3R)-8-[6-chloro-5-(4-chloro-2-methyl-2H-indazole-5-carbonyl)-3-methylpyrazin-2-yl]-3-(trifluoromethyl)-8-azaspiro[4.5]decan-1-yl]carbamate